5-chloro-2-{4-(phenanthren-9-yl)phenyl}pyrimidin ClC=1C=NC(=NC1)C1=CC=C(C=C1)C=1C2=CC=CC=C2C=2C=CC=CC2C1